lithio 2-[1-[2-cyano-5-(dimethylcarbamoyl)phenyl]-1-phenylpropan-2-yl]-5-methoxy-1-methyl-6-oxopyrimidine-4-carboxylate C(#N)C1=C(C=C(C=C1)C(N(C)C)=O)C(C(C)C=1N(C(C(=C(N1)C(=O)O[Li])OC)=O)C)C1=CC=CC=C1